4-(2-(6-cyclopropyl-7-fluoroimidazo[1,2-a]pyridin-3-yl)pyrimidin-4-yl)-3-methylpiperazine-2-carboxamide C1(CC1)C=1C(=CC=2N(C1)C(=CN2)C2=NC=CC(=N2)N2C(C(NCC2)C(=O)N)C)F